benzyl (R)-4-(1-(2,2-difluoroethyl)piperidine-4-carbonyl)-3-methyl-piperazine-1-carboxylate FC(CN1CCC(CC1)C(=O)N1[C@@H](CN(CC1)C(=O)OCC1=CC=CC=C1)C)F